(2-aminophenyl)-dimethylphosphorus oxide NC1=C(C=CC=C1)P(C)(C)=O